N1C=CC=2C1=NC=C(C2)OC2=C(C(=O)[O-])C=CC=C2 2-[1H-pyrrolo[2,3-b]pyridin-5-yloxy]benzoate